FC1=C(C=C(C(=C1)C(CO)(C)C)O)CC(=O)NC1=CC(=NC=C1)C(=O)NC1(COC1)C(F)(F)F 4-[[2-[2-Fluoro-5-hydroxy-4-(2-hydroxy-1,1-dimethyl-ethyl)phenyl]acetyl]amino]-N-[3-(trifluoromethyl)oxetan-3-yl]pyridine-2-carboxamide